3-(4-phenylaminosulfonylbenzyl)-6-amino-2,4(1H,3H)-quinazolinedione C1(=CC=CC=C1)NS(=O)(=O)C1=CC=C(CN2C(NC3=CC=C(C=C3C2=O)N)=O)C=C1